BrC(C1=CC=2C(=NOC2C(=O)[O-])C=C1)Br 5-(dibromomethyl)benzo[c]isoxazole-3-carboxylate